tert-butyl N-[2-[4-[6-(dimethylamino)pyridin-3-yl]phenyl]-1,3-benzothiazol-6-yl]-N-[2-[2-[2-[2-(2-hydroxyethyloxy)ethoxy]ethoxy]ethoxy]ethyl]carbamate CN(C1=CC=C(C=N1)C1=CC=C(C=C1)C=1SC2=C(N1)C=CC(=C2)N(C(OC(C)(C)C)=O)CCOCCOCCOCCOCCO)C